(S)-N-(2-cyclopropyl-4-methyl-5-oxo-5,6,7,8-tetrahydro-4H-pyrazolo[1,5-a][1,3]diazepin-6-yl)-1-(2,4-dichlorobenzyl)-1H-1,2,4-triazole-3-carboxamide C1(CC1)C1=NN2C(N(C([C@H](CC2)NC(=O)C2=NN(C=N2)CC2=C(C=C(C=C2)Cl)Cl)=O)C)=C1